(R)-2-(2-bromo-4-isopropyl-7-oxopyrazolo[1,5-d][1,2,4]triazin-6(7H)-yl)-N-(piperidin-3-yl)acetamide hydrochloride Cl.BrC1=NN2C(N(N=C(C2=C1)C(C)C)CC(=O)N[C@H]1CNCCC1)=O